FC=1C=C2C(=CC=NC2=CC1)C1CCC(CC1)O (1R,4R)-4-(6-fluoroquinolin-4-yl)cyclohexan-1-ol